4-quinolyl alcohol N1=CC=C(C2=CC=CC=C12)O